C1(C=CC(N1C(COC1C(=O)NC(C1)=O)C)=O)=O (β-Maleimidopropyloxy)succinimide